niobium titanium tungsten oxide [W]=O.[Ti].[Nb]